tert-butyl (2S)-2-(cyanomethyl)-4-(2,6,8-trifluoro-7-(7-fluoro-8-((triIsopropylsilyl)ethynyl)naphthalen-1-yl)-quinazolin-4-yl)piperazine-1-carboxylate C(#N)C[C@@H]1N(CCN(C1)C1=NC(=NC2=C(C(=C(C=C12)F)C1=CC=CC2=CC=C(C(=C12)C#C[Si](C(C)C)(C(C)C)C(C)C)F)F)F)C(=O)OC(C)(C)C